(Biphenyl-2-Yl)(Di-Tert-Butyl)Phosphane C1(=C(C=CC=C1)P(C(C)(C)C)C(C)(C)C)C1=CC=CC=C1